BrC1=CC2=C(N(C(N2C)=O)C2C(N(C(CC2)=O)CC2=CC=C(C=C2)OC)=O)C=C1F 3-(5-bromo-6-fluoro-3-methyl-2-oxo-2,3-dihydro-1H-benzo[d]imidazol-1-yl)-1-(4-methoxybenzyl)piperidine-2,6-dione